1,3-bis(allylamino)propane phosphoric acid salt P(O)(O)(O)=O.C(C=C)NCCCNCC=C